1-glycidoxysilane C(C1CO1)O[SiH3]